C(C)C=1OC=C(N1)C(=O)OC1CN(C1)C=1N=C(C2=C(N1)CC[S+]2[O-])N(C2CCOCC2)C [1-[4-[methyl(tetrahydropyran-4-yl)amino]-5-oxido-6,7-dihydro-thieno[3,2-d]pyrimidin-5-ium-2-yl]azetidin-3-yl] 2-ethyloxazole-4-carboxylate